CN1C=NC=C1CCN (1-methylimidazole-5-yl)ethylamine